methyl-Thian CC1SCCCC1